ClC=1C=C(C=CC1)/C=C/C(=O)C1=CC=C(OC(C(=O)O)C)C=C1 2-[4-[(E)-3-(3-Chlorophenyl)prop-2-enoyl]phenoxy]propanoic acid